FC(C1=NC=C(C(=C1)C1=CC(=NC=C1C(=O)NC=1SC=2C=C(C=NC2N1)C)N1C(C(=CC=C1)F)=O)OC)F 2''-(Difluoromethyl)-3-fluoro-5''-methoxy-N-(6-methylthiazolo[5,4]pyridin-2-yl)-2-oxo-2H-[1,2':4',4''-terpyridine]-5'-carboxamide